Tert-butyl 1-hydroxy-1-methyl-8-azaspiro[4.5]decane-8-carboxylate OC1(CCCC12CCN(CC2)C(=O)OC(C)(C)C)C